1-(2-methoxyphenyl)-3-{[3-(pyridin-3-yl)-1,2,4-oxadiazol-5-yl]methyl}urea COC1=C(C=CC=C1)NC(=O)NCC1=NC(=NO1)C=1C=NC=CC1